2-methyl-phenyl-Hydroxy-phenylketone CC1=C(C=CC=C1)C=1C(=C(C=CC1)C(=O)C1=C(C(=CC=C1)C1=C(C=CC=C1)C)O)O